6-oxo-1-(tetrahydro-2H-pyran-4-yl)-4-(((trifluoromethyl)sulfonyl)oxy)-1,6-dihydropyridine O=C1C=C(C=CN1C1CCOCC1)OS(=O)(=O)C(F)(F)F